3-(3,4-dimethoxyphenyl)-7-(4-methylpiperazin-1-yl)-2H-chromen-2-one COC=1C=C(C=CC1OC)C=1C(OC2=CC(=CC=C2C1)N1CCN(CC1)C)=O